2-(2-Chloro-6-fluorophenyl)acetonitrile ClC1=C(C(=CC=C1)F)CC#N